2-[8-(4-chlorophenyl)dibenzothiophen-1-yl]-4,6-diphenyl-[1,3,5]triazine ClC1=CC=C(C=C1)C=1C=CC2=C(C3=C(S2)C=CC=C3C3=NC(=NC(=N3)C3=CC=CC=C3)C3=CC=CC=C3)C1